CS(=O)(=O)C1=CC=C(C=C1)C1=NN2C(=NC=3C=CC=CC3C2=N1)NC=1C(N=CC=NC1)=O (6R)-6-({2-[4-(methylsulfonyl)phenyl][1,2,4]triazolo[1,5-c]quinazolin-5-yl}amino)-1,4-diazepin-5-one